5-cyclopropyl-3-{[(1-hydroxycyclopentyl)methyl]amino}pyrazine-2-carbonitrile C1(CC1)C=1N=C(C(=NC1)C#N)NCC1(CCCC1)O